N,7-bis(4-(allyloxy)phenyl)pyrrolo[2,1-f][1,2,4]triazin-2-amine C(C=C)OC1=CC=C(C=C1)NC1=NN2C(C=N1)=CC=C2C2=CC=C(C=C2)OCC=C